CC=1C=2N(C=CC1)C(=NC2SC)C(C)(C)N 2-(8-methyl-1-(methylthio)imidazo[1,5-a]pyridin-3-yl)propan-2-amine